5-chloro-2-hydroxybenzene ClC=1C=CC(=CC1)O